tert-butyl (R)-(1-(2-chloro-5-(1-(tetrahydro-2H-pyran-4-yl)-1H-pyrazol-4-yl)pyridin-4-yl)piperidin-3-yl)carbamate ClC1=NC=C(C(=C1)N1C[C@@H](CCC1)NC(OC(C)(C)C)=O)C=1C=NN(C1)C1CCOCC1